N-(3-tert-butyl-5-(4-methyl-1H-imidazol-1-yl)phenyl)-4-methyl-3-(2-(pyrazolo[1,5-a]pyrimidin-6-yl)ethynyl)benzamide C(C)(C)(C)C=1C=C(C=C(C1)N1C=NC(=C1)C)NC(C1=CC(=C(C=C1)C)C#CC=1C=NC=2N(C1)N=CC2)=O